BrC1=CC=CC(=N1)N1CC[C@@H](C1)C#N (2S,4S)-N-(6-bromopyridin-2-yl)-4-cyanopyrrolidine